tert-butyl (6-chloro-4-cyano-5-fluoropyridin-3-yl)carbamate ClC1=C(C(=C(C=N1)NC(OC(C)(C)C)=O)C#N)F